(3,5-difluoropyridin-4-yl)methanamine FC=1C=NC=C(C1CN)F